C(C#C)OCC(=O)O 2-(2-Propyn-1-yloxy)acetic acid